(S)-1-(4-bromothiophen-3-yl)-N-(8,9-difluoro-6-oxo-1,4,5,6-tetrahydro-2H-pyrano[3,4-c]isoquinolin-1-yl)-N-methylazetidin-3-carboxamide BrC=1C(=CSC1)N1CC(C1)C(=O)N(C)[C@@H]1COCC=2NC(C=3C=C(C(=CC3C21)F)F)=O